C(C)N1CCN(CC1)C1=NC(=NC=N1)N1C2C(CC1)N(CC2)C(=O)OC(C)(C)C tert-butyl 1-[4-(4-ethylpiperazin-1-yl)-1,3,5-triazin-2-yl]-2,3,3a,5,6,6a-hexahydropyrrolo[3,2-b]pyrrole-4-carboxylate